ClC1=NC=CC(=C1C)OCC(C)C1=CC=C(C=C1)C(F)(F)F 2-chloro-3-methyl-4-(2-(4-(trifluoromethyl)phenyl)propoxy)pyridine